C1(CC1)C[C@@H](C(=O)OCC1=C(C=C(C=C1C)C)C)NC(C[C@H]1N(C(CC1)=O)CC1=C(C(=CC(=C1)F)F)F)=O 2,4,6-Trimethylbenzyl (S)-3-cyclopropyl-2-(2-((S)-5-oxo-1-(2,3,5-trifluorobenzyl)pyrrolidin-2-yl)acetamido)propanoate